COC1=CC=C(C=N1)CN1C2CN(CC1C2)C2=CC=C(C=N2)N2CCSC(C2)C2=NNC=C2 4-(6-{6-[(6-methoxypyridin-3-yl)methyl]-3,6-diazabicyclo[3.1.1]heptan-3-yl}pyridin-3-yl)-6-thiomorpholinyl-pyrazole